C1(CC\C=C\CCC1)O (E)-cyclooctane-4-enol